C(C)(C)(C)OC(=O)N1[C@H](C=C(C1)C1=CC(=CC=C1)COCOC)C(=O)O (R)-1-(tert-butoxycarbonyl)-4-(3-((methoxymethoxy)methyl)phenyl)-2,5-dihydro-1H-pyrrole-2-carboxylic acid